FC1=C(C=C(C=C1B1OC(C(O1)(C)C)(C)C)F)C1N(CCC1)S(=O)(=O)N [2,5-difluoro-3-(4,4,5,5-tetramethyl-1,3,2-dioxaborolan-2-yl)phenyl]pyrrolidine-1-sulfonamide